N-(1-(2-chlorophenyl)but-3-en-1-yl)acetamide ClC1=C(C=CC=C1)C(CC=C)NC(C)=O